NCC1=[N+](C=CC(=C1)[C@@H]1CN(CCC1(F)F)[C@H](C(=O)NC=1SC2=C(N1)C=C1C(=C2)OC(O1)(F)F)C)[O-] 2-(aminomethyl)-4-((R)-1-((S)-1-((2,2-difluoro-[1,3]dioxolo[4',5':4,5]benzo[1,2-d]thiazol-6-yl)amino)-1-oxopropan-2-yl)-4,4-difluoropiperidin-3-yl)pyridine 1-oxide